butyl 4-amino-9-(2-((1R,3S,5R)-3-(6-bromopyridin-2-ylcarbamoyl)-2-azabicyclo[3.1.0]hexan-2-yl)-2-oxoethyl)-9H-pyrimido[4,5-b]indol-7-ylcarbamate NC1=NC=NC=2N(C3=CC(=CC=C3C21)NC(OCCCC)=O)CC(=O)N2[C@@H]1C[C@@H]1C[C@H]2C(NC2=NC(=CC=C2)Br)=O